(3R,4R,5R)-3,4-diacetoxy-5-(hydroxymethyl)tetrahydrofuran C(C)(=O)O[C@@H]1CO[C@@H]([C@H]1OC(C)=O)CO